C(C)(C)(C)OC(=O)N1CCN(CC1)C1=C(C=C(C=C1)N)C(C)C 4-(4-Amino-2-isopropylphenyl)piperazine-1-carboxylic acid tert-butyl ester